NC1=NC=CC(=N1)CC=1C(=CC2=C(NC(O[C@@]2(C(C)(F)F)C#CC2CC2)=O)C1)F (S)-7-((2-aminopyrimidin-4-yl)methyl)-4-(cyclopropylethynyl)-4-(1,1-difluoroethyl)-6-fluoro-1,4-dihydro-2H-benzo[d][1,3]oxazin-2-one